cadmium trichloro-trimethyl-fluoromethyl-ammonium ClC([N+](CF)(C)C)(Cl)Cl.[Cd+2]